2-((3-Fluoro-3'-(methoxy-d3)-[1,1'-biphenyl]-4-yl-2',4',6'-d3)carbamoyl)cyclopent-1-ene-1-carboxylic acid FC=1C=C(C=CC1NC(=O)C1=C(CCC1)C(=O)O)C=1C(=C(C(=CC1[2H])[2H])OC([2H])([2H])[2H])[2H]